C(C)C1=C(C2=C(C=N1)N=C(N2COCC[Si](C)(C)C)C2=CC(=CN2COCC[Si](C)(C)C)C(=O)C2=C(C=CC=C2)C(F)(F)F)F (5-(6-ethyl-7-fluoro-1-((2-(trimethylsilyl)ethoxy)methyl)-1H-imidazo[4,5-c]pyridin-2-yl)-1-((2-(trimethylsilyl)ethoxy)methyl)-1H-pyrrol-3-yl)(2-(trifluoromethyl)phenyl)methanone